OC(=O)C(F)(F)F.NC1=NC=C(C=C1C=1C=C2CCNC(C2=CC1)=O)C1=CC=C(C=C1)N1CCNCC1 6-(2-Amino-5-(4-(piperazin-1-yl)phenyl)pyridin-3-yl)-3,4-dihydroisoquinolin-1(2H)-one TFA salt